1-(5-((4-(1-(4-((9-cyclopentyl-8-(phenylamino)-9H-purin-2-yl)amino)phenyl)piperidin-4-yl)piperazin-1-yl)methyl)-1-oxoisoindolin-2-yl)dihydropyrimidine-2,4(1H,3H)-dione C1(CCCC1)N1C2=NC(=NC=C2N=C1NC1=CC=CC=C1)NC1=CC=C(C=C1)N1CCC(CC1)N1CCN(CC1)CC=1C=C2CN(C(C2=CC1)=O)N1C(NC(CC1)=O)=O